3-chloro-2-hydroxy-5-[1-methyl-1-[4-[(2-methylsulfanylpyrimidin-4-yl)methoxy]phenyl]ethyl]benzonitrile ClC=1C(=C(C#N)C=C(C1)C(C)(C1=CC=C(C=C1)OCC1=NC(=NC=C1)SC)C)O